(4-(methylsulfonyl)piperazin-1-yl)methanone trifluoroacetate FC(C(=O)O)(F)F.CS(=O)(=O)N1CCN(CC1)C=O